2-((1r,4r)-4-hydroxycyclohexylamino)-4-(1-methoxy-2-methylpropan-2-ylamino)pyrimidine-5-carboxamide OC1CCC(CC1)NC1=NC=C(C(=N1)NC(COC)(C)C)C(=O)N